BrC=1SC2=C(N1)C=C(C=C2)C2NC[C@H](CC2)C 2-bromo-5-[(5S)-5-methyl-2-piperidyl]-1,3-benzothiazole